rac-(3R,4R)-1-cyclopropylmethyl-4-{[5-(2,3,4-trifluoro-phenyl)-isoxazole-3-carbonyl]-amino}-piperidine-3-carboxylic acid C1(CC1)CN1C[C@H]([C@@H](CC1)NC(=O)C1=NOC(=C1)C1=C(C(=C(C=C1)F)F)F)C(=O)O |r|